1,2,3,6-tetrahydropyridine-1-carboxylic acid-2-methylpropan-2-yl ester CC(C)(C)OC(=O)N1CCC=CC1